COCC#CC1=NC=C(C(=N1)C)C1=C(C2=C(N=CN=C2N)N1C)C1=CC=C(C=C1)OC1=NC=CC(=N1)C 6-(2-(3-methoxyprop-1-yn-1-yl)-4-methylpyrimidin-5-yl)-7-methyl-5-(4-((4-methylpyrimidin-2-yl)oxy)phenyl)-7H-pyrrolo[2,3-d]pyrimidin-4-amine